FC1=CC(=C(C=C1)C=1C=NC=2N(C1)C=C(N2)COC=2C=NC=C(C2)F)C 6-(4-fluoro-2-methylphenyl)-2-(5-fluoro-pyridin-3-yloxymethyl)imidazo[1,2-a]pyrimidine